4-(4-(1-(3-Fluorobenzyl)azetidine-3-carbonyl)-3,4-dihydro-2H-pyrido[4,3-b][1,4]oxazin-8-yl)-3,6-dihydropyridine-1(2H)-carbonitrile FC=1C=C(CN2CC(C2)C(=O)N2C3=C(OCC2)C(=CN=C3)C=3CCN(CC3)C#N)C=CC1